6-((3-methyl-1H-pyrazol-4-yl)methoxy)-N-(2-methylpyrimidin-5-yl)isoquinolin-1-amine CC1=NNC=C1COC=1C=C2C=CN=C(C2=CC1)NC=1C=NC(=NC1)C